5-(1H-1,2,3-triazol-1-yl)phenol dihydrochloride Cl.Cl.N1(N=NC=C1)C=1C=CC=C(C1)O